(R)-N-(1-((3-cyclopropylpyridin-2-yl)oxy)-2-methylpropan-2-yl)-2-(1-methylpyrrolidin-2-yl)acetamide C1(CC1)C=1C(=NC=CC1)OCC(C)(C)NC(C[C@@H]1N(CCC1)C)=O